methyl (1R,3S)-1-(benzo[d][1,3]dioxol-5-yl)-6-(prop-2-yn-1-yloxy)-2,3,4,9-tetrahydro-1H-pyrido[3,4-b]indole-3-carboxylate O1COC2=C1C=CC(=C2)[C@H]2N[C@@H](CC1=C2NC2=CC=C(C=C12)OCC#C)C(=O)OC